CADMIUM CARBONATE C([O-])([O-])=O.[Cd+2]